6-(4-Isopropyl-3-(4-(1-methylazetidin-3-yl)phenyl)-1H-pyrazol-5-yl)-8-methyl-[1,2,4]triazolo[1,5-a]pyridine C(C)(C)C=1C(=NNC1C=1C=C(C=2N(C1)N=CN2)C)C2=CC=C(C=C2)C2CN(C2)C